NC1=NC=2C=CC(=CC2C2=C1C=NN2C)C(=O)N(C)C2COCC1=CC(=CC=C21)/C(=C/F)/C (E)-4-amino-N-(7-(1-fluoroprop-1-en-2-yl)isochroman-4-yl)-N,1-dimethyl-1H-pyrazolo[4,3-c]quinoline-8-carboxamide